3-(sec-butyl)-4-glycyl-1,3,4,5-tetrahydro-2H-benzo[1,4]diazepin-2-one C(C)(CC)C1C(NC2=C(CN1C(CN)=O)C=CC=C2)=O